4-[1-[2-[5-(difluoromethyl)-3-(trifluoromethyl)pyrazol-1-yl]acetyl]-4-piperidinyl]-N-tetrahydronaphthalen-1-ylpyridine-2-carboxamide FC(C1=CC(=NN1CC(=O)N1CCC(CC1)C1=CC(=NC=C1)C(=O)NC1CCCC2=CC=CC=C12)C(F)(F)F)F